C1C(CC12CCC2)CC(=O)O spiro[3.3]heptane-2-acetic acid